4-Chloro-1-(2-fluoroethyl)pyrazol-3-amine ClC=1C(=NN(C1)CCF)N